BrC1=CC=C2C(=NN(C2=C1)C1OCCCC1)C=1NC2=C(N1)CNC2 2-(6-bromo-1-(tetrahydro-2H-pyran-2-yl)-1H-indazol-3-yl)-4,6-dihydropyrrolo[3,4-d]imidazole